[S-2].[S-2].[S-2].[Zr+4] zirconium trisulfide